N-(3-chloro-5-(propylsulfonamido)phenyl)-5-(5-(3,3-difluoroazetidin-1-yl)pyridin-2-yl)-1-methyl-1H-pyrrole-3-carboxamide ClC=1C=C(C=C(C1)NS(=O)(=O)CCC)NC(=O)C1=CN(C(=C1)C1=NC=C(C=C1)N1CC(C1)(F)F)C